4-(benzyloxy)-N-(1-benzyl-piperidin-3-yl)-3,5-dimethoxybenzamide C(C1=CC=CC=C1)OC1=C(C=C(C(=O)NC2CN(CCC2)CC2=CC=CC=C2)C=C1OC)OC